FC1=C(C=CC=C1)C1=CC(=CN1)CNC [5-(2-Fluorophenyl)-1H-pyrrol-3-ylmethyl]-methylamine